1-[8-(5-phenylpyridin-2-yl)-3,8-diazabicyclo[3.2.1]octan-3-yl]-3-[({[1,2,4]triazolo[1,5-a]pyridin-5-yl}methyl)amino]propan-1-one C1(=CC=CC=C1)C=1C=CC(=NC1)N1C2CN(CC1CC2)C(CCNCC2=CC=CC=1N2N=CN1)=O